4,5-Dichloro-3-fluorothiophen ClC=1C(=CSC1Cl)F